COC(\C=C\C=1C=C2CCC(C2=CC1)NCCC1=C(NC2=CC=CC=C12)C)=O (E)-3-(1-((2-(2-methyl-1H-indol-3-yl)ethyl)amino)-2,3-dihydro-1H-inden-5-yl)acrylic acid methyl ester